FC1=CC2=C(C(=NO2)C2CCN(CC2)CCCOC2=C(C=C(C=C2)C(O)C)O)C=C1 4-[3-[4-(6-fluoro-1,2-benzisoxazol-3-yl)-1-piperidinyl]propoxy]-3-hydroxy-α-methylbenzenemethanol